N-[2-({4-[3-(3-fluoro-5-methylphenyl)-1H-pyrrolo[3,2-b]pyridin-2-yl]pyridin-3-yl}oxy)ethyl]-N-methylethenesulfonamide FC=1C=C(C=C(C1)C)C1=C(NC=2C1=NC=CC2)C2=C(C=NC=C2)OCCN(S(=O)(=O)C=C)C